4-amino-6-(2,3-difluoro-4-(trifluoromethyl)phenyl)-5-fluoro-3-vinyl-pyridine-2-carboxylic acid methyl ester COC(=O)C1=NC(=C(C(=C1C=C)N)F)C1=C(C(=C(C=C1)C(F)(F)F)F)F